NC1(CCCCC1)CNC1=CC(=NC2=CC=C(C=C12)C)N1CCS(C2=C(C1)C=CC=C2)(=O)=O N-[(1-Aminocyclohexyl)methyl]-2-(1,1-dioxido-2,3-dihydro-1,4-benzothiazepin-4(5H)-yl)-6-methylquinolin-4-amine